CC[C@H](CC[C@@H](C)[C@H]1CC[C@@H]2[C@@]1(CC[C@H]3[C@H]2CC=C4[C@@]3(CC[C@@H](C4)OC(=O)C)C)C)C(C)C The molecule is a steroid ester obtained by the formal condensation of the hydroxy group of beta-sitosterol with acetic acid. It has been isolated from the mycelia of Cordyceps sinensis. It has a role as a fungal metabolite and a plant metabolite. It is an acetate ester and a steroid ester. It derives from a sitosterol. It derives from a hydride of a stigmastane.